8-((1-(cyclopropylsulfonyl)cyclopropyl)methoxy)-4-hydroxy-1-methyl-2-oxo-1,2-dihydroquinoline-3-carboxylic acid C1(CC1)S(=O)(=O)C1(CC1)COC=1C=CC=C2C(=C(C(N(C12)C)=O)C(=O)O)O